(Z)-5-((2,3-dihydrobenzo[b][1,4]dioxin-6-yl)methylene)-2-(methyl-(phenyl)amino)-3,5-dihydro-4H-imidazol-4-one O1C2=C(OCC1)C=C(C=C2)\C=C/2\C(NC(=N2)N(C2=CC=CC=C2)C)=O